(E)-N-(4-(1-(6-(4-(6-(2-(2,6-dioxopiperidin-3-yl)-1-oxoisoindoline-5-yl)hex-5-yn-1-yl)piperazin-1-yl)pyridazin-3-carbonyl)piperidin-4-yl)butyl)-3-(pyridin-3-yl)acrylamide O=C1NC(CCC1N1C(C2=CC=C(C=C2C1)C#CCCCCN1CCN(CC1)C1=CC=C(N=N1)C(=O)N1CCC(CC1)CCCCNC(\C=C\C=1C=NC=CC1)=O)=O)=O